4-Bromo-1-methyl-1H-pyrazol-amine BrC=1C(=NN(C1)C)N